N1=CC=C(C=C1)C=1OC2=C(N1)C=C(C=C2)N 2-(Pyridin-4-yl)benzo[d]oxazol-5-amine